C(C1=CC=CC=C1)N(C(C(=C)C)=O)C1=C(C=CC=C1C)Br N-benzyl-N-(2-bromo-6-methylphenyl)methacrylamide